trans-tert-butyl N-(2-(dimethylamino)ethyl)-N-[3-[(6-(4-hydroxy-2-methylphenyl)-1-(tetrahydro-2H-pyran-2-yl)-1H-indazol-4-yl)oxy]cyclobutyl]carbamate CN(CCN(C(OC(C)(C)C)=O)[C@@H]1C[C@H](C1)OC1=C2C=NN(C2=CC(=C1)C1=C(C=C(C=C1)O)C)C1OCCCC1)C